COC=1C=CC=C2C(=CNC12)CCN 2-(7-Methoxy-1H-indol-3-yl)ethan-1-amine